1-(2,6-dimethoxy-4-(2-methyl-1-oxo-1,2-dihydro-2,7-naphthyridin-4-yl)benzyl)azetidin COC1=C(CN2CCC2)C(=CC(=C1)C1=CN(C(C2=CN=CC=C12)=O)C)OC